2-tert-butyl-methylphenol C(C)(C)(C)C1=C(C=CC=C1C)O